1-cyclohexanedimethanol C1(CCCCC1)(CO)CO